BrC1=C(C2=C(NC3=C(C=C(C(=C23)Cl)F)N(C(OC(C)(C)C)=O)C)N=C1)Cl tert-butyl (3-bromo-4,5-dichloro-6-fluoro-9H-pyrido[2,3-b]indol-8-yl)(methyl)carbamate